(N,N'-bis(2,3-dihydroxyhydroxypropyl)amino)-N,N'-dimethylaminopyrazine OC(CN(CC(C(O)O)O)C=1N(C=CN(C1)NC)NC)C(O)O